(+)-Benzyl((2RS,3RS,4SR)-2-isopropyl-3-methyl-1,2,3,4-tetrahydro-1,5-naphthyridin-4-yl)carbamate C(C1=CC=CC=C1)OC(N[C@H]1[C@@H]([C@H](NC2=CC=CN=C12)C(C)C)C)=O |r|